2-(4,4-difluoropiperidin-1-yl)-N-(1H-imidazol-2-yl)-6-methoxy-7-(3-(pyrrolidin-1-yl)propoxy)quinazolin-4-amine FC1(CCN(CC1)C1=NC2=CC(=C(C=C2C(=N1)NC=1NC=CN1)OC)OCCCN1CCCC1)F